[Na].C(CCCCCCCC)(=O)C1=CC=CC=C1 nonanoyl-benzene sodium